(R)-(4-(3-cyclohexyl-1-ethyl-6,7-difluoro-2-oxo-2,3,5,6-tetrahydro-1H-indol-3-yl)phenyl)boronic acid C1(CCCCC1)[C@@]1(C(N(C2=C(C(CC=C12)F)F)CC)=O)C1=CC=C(C=C1)B(O)O